C(C)(C)(C)OC(=O)N1N=CC(=C1)NC(=O)OC1=CC=C(C=C1)[N+](=O)[O-] 4-(((4-nitrophenoxy)carbonyl)amino)-1H-pyrazole-1-carboxylic acid tert-butyl ester